1-((3,3-difluoro-1-methylcyclobutyl)methyl)-N-(2-fluoro-3-(S-methylsulfonimidoyl)phenyl)-3-(1-fluorocyclopropyl)-4-(trifluoromethyl)-1H-pyrazole-5-carboxamide FC1(CC(C1)(C)CN1N=C(C(=C1C(=O)NC1=C(C(=CC=C1)S(=O)(=N)C)F)C(F)(F)F)C1(CC1)F)F